tert-Butyl 7-(4-(6-chloro-4-oxo-3,4-dihydro-7H-pyrrolo[2,3-d]pyrimidin-7-yl)phenyl)-5-oxa-8-azaspiro[3.5]nonane-8-carboxylate ClC1=CC2=C(N=CNC2=O)N1C1=CC=C(C=C1)C1COC2(CCC2)CN1C(=O)OC(C)(C)C